3,5-difluoro-4-[2-(prop-2-yl)-6-[3-(trifluoromethyl)phenyl]imidazo[1,2-a]pyrazin-3-yl]phenol FC=1C=C(C=C(C1C1=C(N=C2N1C=C(N=C2)C2=CC(=CC=C2)C(F)(F)F)C(C)C)F)O